CC=1C=C(C=C(C1)C)C(C)(C)C=1C=C(C=2[C@H]3[C@H](C(OC2C1)(C)C)CC=C(C3)C)O (6Ar,10aR)-3-[2-(3,5-dimethylphenyl)propan-2-yl]-6,6,9-trimethyl-6a,7,10,10a-tetrahydrobenzo[c]chromen-1-ol